NCC=1C=NC(=NC1)C1=C(C=C(C#N)C=C1)OC1=CC(=NC(=C1)C1=NC=CC=C1)C 4-[5-(aminomethyl)pyrimidin-2-yl]-3-(2-methyl-6-pyridin-2-ylpyridin-4-yl)oxybenzonitrile